4-hydroxy-2-phenyl-1-(1,10-phenanthroline-2-yl)-1H-benzimidazole OC1=CC=CC=2N(C(=NC21)C2=CC=CC=C2)C2=NC1=C3N=CC=CC3=CC=C1C=C2